C1(C=CC=C1)(C(=O)[O-])C(=O)[O-].C1(C=CC=C1)(C(=O)[O-])C(=O)[O-].[Na+].C(C)O[Si](CCCCCN=C=O)(OCC)OCC.[Na+].[Na+].[Na+] triethoxy(5-isocyanatopentyl)silane sodium dicyclopentadieneDiformate